1-(benzyloxy)-10-fluoro-7,12-dihydro-6,13-methanobenzo[g]pyrido[1,2-b][1,2,5]triazonine-2,14-dione C(C1=CC=CC=C1)OC=1C(C=CN2N3CC4=C(CN(C(C21)=O)C3)C=C(C=C4)F)=O